1-methoxy-3-((1E,3E)-4-phenyl-1,3-butadienyl)benzene COC1=CC(=CC=C1)\C=C\C=C\C1=CC=CC=C1